BrC=1C(=CC=2C3=C(C(=NC2C1F)SC)C=NN3[C@@H]3C[C@H](N(CC3)C(=O)OC(C)(C)C)CC#N)C tert-butyl (2S,4S)-4-(7-bromo-6-fluoro-8-methyl-4-(methylthio)-1H-pyrazolo[4,3-c]quinolin-1-yl)-2-(cyanomethyl)piperidine-1-carboxylate